C(#N)C1=NC2=C(N1C1CCC1)C=CC(=C2)C(=O)OC(C)(C)C tert-butyl 2-cyano-1-cyclobutyl-1H-1,3-benzodiazole-5-carboxylate